NC1=NC2=CC=C(C=C2C=C1C)C(=O)NN1C=CC=2C1=NC=CC2 2-amino-3-methyl-N-(1H-pyrrolo[2,3-b]pyridin-1-yl)quinoline-6-carboxamide